BrC=1C=C(C=NC1)N1C(C2=C(CC1)N=C(S2)C=2C=NC(=CC2)N2C[C@@H](CC2)F)=O (R)-5-(5-bromopyridin-3-yl)-2-(6-(3-fluoropyrrolidin-1-yl)pyridin-3-yl)-6,7-dihydrothiazolo[5,4-c]pyridin-4(5H)-one